C(C)(C)(C)[C@H]1N(CC1=CC(N1C(OCC1C1=CC=CC=C1)=O)=O)C(=O)OC1CC(C1)=C(F)F 3-(Difluoromethylene)cyclobutan-1-ol tert-butyl-(R)-3-(2-oxo-2-(2-oxo-4-phenyloxazolidin-3-yl)ethylidene)azetidine-1-carboxylate